(S)-3-(4-hydroxyphenyl)-4-methyl-2-(4-(2-((R)-3-methylpyrrolidin-1-yl)ethoxy)phenyl)-2H-chromen-7-ol OC1=CC=C(C=C1)C=1[C@@H](OC2=CC(=CC=C2C1C)O)C1=CC=C(C=C1)OCCN1C[C@@H](CC1)C